ClC1=CN=C2N1C=C(C=N2)C=2C=CN1N=C(N=CC12)N[C@@H]1CC[C@@H](CC1)N(C)C cis-N1-(5-(3-chloroimidazo[1,2-a]pyrimidin-6-yl)pyrrolo[2,1-f][1,2,4]triazin-2-yl)-N4,N4-dimethylcyclohexane-1,4-diamine